(S)-N-allyl-N-(1-(2-bromo-5-chlorophenyl)pent-4-enyl)-2-methylpropan-2-sulfinamide C(C=C)N([S@@](=O)C(C)(C)C)C(CCC=C)C1=C(C=CC(=C1)Cl)Br